(6E,10E)-12-[(4-bromobut-2-yn-1-yl)oxy]-2,6,10-trimethyldodeca-2,6,10-triene BrCC#CCOC/C=C(/CC/C=C(/CCC=C(C)C)\C)\C